5-(benzoyloxy)-4-(4-chlorophenyl)-1-phenyl-3-(trifluoromethyl)-4,5-dihydro-1H-pyrazolo[4,3-f][1,4]oxazepin C(C1=CC=CC=C1)(=O)ON1C=COC2=C(C1C1=CC=C(C=C1)Cl)C(=NN2C2=CC=CC=C2)C(F)(F)F